Pyridine-d N1=C(C=CC=C1)[2H]